OC=1CC2=CC=CC=C2C1 (1r,2s)-2-hydroxyinden